3-(1-(2-(tert-butoxy)-2-oxoethyl)-1H-indazol-3-yl)propanoic acid C(C)(C)(C)OC(CN1N=C(C2=CC=CC=C12)CCC(=O)O)=O